BrC1=C(N(N=C1)C)C(=O)N1CCN(CC1)CCC1=CC=C(C=C1)F (4-Bromo-2-methyl-2H-pyrazol-3-yl)-{4-[2-(4-fluoro-phenyl)-ethyl]-piperazin-1-yl}-methanone